ammonium allyloxydecylphenol C(C=C)OCCCCCCCCCCC1=C(C=CC=C1)O.[NH4+]